[Si](C1=CC=CC=C1)(C1=CC=CC=C1)(C(C)(C)C)OC1CC(CCC1)NC1=NC(=NC=C1C(=O)OCC)Cl ethyl 4-((3-((tert-butyldiphenylsilyl) oxy) cyclohexyl) amino)-2-chloropyrimidine-5-carboxylate